FC1=C(C=CC2=C1O[C@@H]1[C@H](CC2)[C@H](CC1)C=O)C(=O)OCC Ethyl (1S,3aS,10aR)-5-fluoro-1-formyl-2,3,3a,9,10,10a-hexahydro-1H-benzo[b]cyclopenta[f]oxepin-6-carboxylate